O=C1NC(CCC1N1C(C2=CC=CC(=C2C1=O)OCCCCCCCCCCC(=O)O)=O)=O 11-((2-(2,6-dioxopiperidin-3-yl)-1,3-dioxoisoindolin-4-yl)oxy)undecanoic acid